ClC1=CC(=C(COC2=CC=CC(=N2)C2[C@H]3CN(C[C@@H]23)C(=O)OC(C)(C)C)C=C1)F tert-butyl (1R,5S,6r)-6-(6-((4-chloro-2-fluorobenzyl)oxy)pyridin-2-yl)-3-azabicyclo[3.1.0]hexane-3-carboxylate